OC(CCC(CC)N)(O)O trihydroxypropyl-aminopropane